4-cyano-1,2,3-trimethyl-1,6-dihydropyrimidinium C(#N)C=1N(C([NH+](CC1)C)C)C